ClC=1C(=C2C=NNC2=C(C1F)NC(CCO)=O)C=1N=CC=2N(C1)C=C(N2)NC(=O)[C@@H]2[C@H](C2)F (1R,2S)-N-(6-(5-chloro-6-fluoro-7-(3-hydroxypropionylamino)-1H-indazol-4-yl)imidazo[1,2-a]pyrazin-2-yl)-2-fluorocyclopropane-1-carboxamide